COCC1=C(C=CC=C1)CN [2-(Methoxymethyl)phenyl]methanamine